N-(5-((6-((R)-3-(4-chloro-2-fluorophenyl)isoxazolidine-2-yl)pyrimidine-4-yl)amino)-2-(4-(4-cyclopropylpiperazine-1-yl)piperidine-1-yl)-4-methoxyphenyl)acrylamide ClC1=CC(=C(C=C1)[C@@H]1N(OCC1)C1=CC(=NC=N1)NC=1C(=CC(=C(C1)NC(C=C)=O)N1CCC(CC1)N1CCN(CC1)C1CC1)OC)F